5-bromo-3-iodo-1-(p-toluenesulfonyl)pyrrolo[2,3-b]pyridine BrC=1C=C2C(=NC1)N(C=C2I)S(=O)(=O)C2=CC=C(C)C=C2